2-[2-(2-hydroxy-phenyl)-phenethyl]-N,N-dimethylpiperidinium iodide [I-].OC1=C(C=CC=C1)C1=C(CCC2[N+](CCCC2)(C)C)C=CC=C1